CC(C)(C(CC)O)C 2,2-dimethyl-3-pentanol